6,7-diallyl-2-chloro-6,7-dihydro-5H-pyrrolo[3,4-b]pyridin-5-one C(C=C)N1C(C2=NC(=CC=C2C1=O)Cl)CC=C